pyrimidin-2-yl-piperazine-1-carboxamido-azetidine-1-carboxylate N1=C(N=CC=C1)C1(N(CC1)C(=O)[O-])NC(=O)N1CCNCC1